C1(=CC=CC=C1)C1(C2=CC=CC=C2C=2C(=CC=CC12)C1=NC=NC(=N1)C1=CC=CC=C1)C1=CC=CC=C1 4-(9,9-diphenyl-9H-fluoren-4-yl)-6-phenyl-1,3,5-triazine